6,8-difluoro-4-methyleneisochromane FC=1C=C2C(COCC2=C(C1)F)=C